ClCCC=O chloroethyl-formaldehyde